N-((S)-(7-((R)-1-Cyclopropyl-2-((S*)-2,2-difluorocyclopropyl)ethyl)imidazo[1,2-b]pyridazin-2-yl)(4,4-difluorocyclohexyl)methyl)-4-methyl-1,2,5-oxadiazole-3-carboxamide C1(CC1)[C@@H](C[C@@H]1C(C1)(F)F)C1=CC=2N(N=C1)C=C(N2)[C@@H](NC(=O)C2=NON=C2C)C2CCC(CC2)(F)F |o1:5|